CC1(CC=CC=C1)N(CCC(=O)N1C(OC([C@@H]1C(C)C)(C)C)=O)C1(CC=CC=C1)C (4S)-3-{3-[bis(1-methylphenyl)amino]propanoyl}-4-isopropyl-5,5-dimethyl-1,3-oxazolidin-2-one